FC1=C2C(=CNC2=C(C=C1)F)CCNC(C1=C(C=C(C=C1)F)NC1=CC(=C(C(=C1)OC)OC)OC)=O N-(2-(4,7-difluoro-1H-indol-3-yl)ethyl)-4-fluoro-2-((3,4,5-trimethoxyphenyl)amino)benzamide